N-[(4-methoxyphenyl)methyl]-4-methyl-thiophene-2-carboxamide COC1=CC=C(C=C1)CNC(=O)C=1SC=C(C1)C